NC=1C2=C(N=CN1)N(C=C2C=2C=C1C=CN(C1=CC2)C(CC2=CC(=CC=C2)OC(F)(F)F)=O)C 1-(5-(4-amino-7-methyl-7H-pyrrolo[2,3-d]pyrimidin-5-yl)indol-1-yl)-2-(3-(trifluoromethoxy)phenyl)ethanone